FC1(CC(C1)C=1SC(=CN1)N1C([C@@H]2N(CCN(C2)C#N)CC1)=O)F (R)-8-(2-(3,3-difluorocyclobutyl)thiazol-5-yl)-9-oxooctahydro-2H-pyrazino[1,2-a]pyrazine-2-carbonitrile